N1=CN=C(C2=C1NC=C2)C=2C=NN(C2)C2(CC(C2)N2CCN(CC2)C(=O)C2=NC(=NC=C2)C(F)(F)F)CC#N [trans-1-[4-{7H-pyrrolo[2,3-d]pyrimidin-4-yl}-1H-pyrazol-1-yl]-3-(4-{[2-(trifluoromethyl)pyrimidin-4-yl]carbonyl}piperazin-1-yl)cyclobutyl]acetonitrile